O[C@@H](CO)C1=CC=C(C=N1)NC(=O)[C@@H]1O[C@](C[C@H]1C1=C(C(=C(C=C1)F)F)OCC)(C(F)(F)F)C (2R,3S,5R)-N-(6-((R)-1,2-dihydroxyethyl)pyridin-3-yl)-3-(2-ethoxy-3,4-difluorophenyl)-5-methyl-5-(trifluoromethyl)tetrahydrofuran-2-carboxamide